BrC=1C(=C(O[C@@]2(C[C@H](N(C2)C(=O)OCCCC)C(=O)O)C(=O)O)C=C(C1)F)I (2S,4R)-4-(3-bromo-5-fluoro-2-iodophenoxy)-1-(r-butoxycarbonyl)pyrrolidine-2,4-dicarboxylic acid